6-[6-azaspiro[2.5]oct-6-yl]-5-fluoropyridine-3-carboxylic acid methyl ester COC(=O)C=1C=NC(=C(C1)F)N1CCC2(CC2)CC1